C(C)(=O)N\1C(CNC(/C1=C/CCCC)=O)=O (Z)-1-acetyl-6-pentylidenepiperazine-2,5-dione